N[C@H](C(=O)NC1=CC(=C(C=C1)C1=CN(C=2N=CN=C(C21)N)C)C)C2=CC=CC=C2 (S)-2-amino-N-(4-(4-amino-7-methyl-7H-pyrrolo[2,3-d]pyrimidin-5-yl)-3-methylphenyl)-2-phenylacetamide